C1(CC1)C=1N=CC=2C=C3C(=C(C2C1)S(=O)(=O)NCC(C)(C)F)C[C@@H](C3)NC=3C=NC(=CC3)C(C)(C)O (7R)-3-cyclopropyl-N-(2-fluoro-2-methylpropyl)-7-[[6-(2-hydroxypropan-2-yl)pyridin-3-yl]amino]-7,8-dihydro-6H-cyclopenta[g]isoquinoline-5-sulfonamide